ClC1=CC=C(C=2SC3=CC=CC=C3C(C12)=O)OC 1-chloro-4-methoxy-9H-thioxanthen-9-one